4-aminomethylbenzaldehyde NCC1=CC=C(C=O)C=C1